FC1(CC(C1)OC1=NN(C2=CC=C(C=C12)N)C)F 3-(3,3-difluorocyclobutyloxy)-1-methyl-1H-indazol-5-amine